ethyl (2S,5Z)-5-(2-ethoxy-2-oxoethylidene)pyrrolidine-2-carboxylate C(C)OC(\C=C/1\CC[C@H](N1)C(=O)OCC)=O